[C@H]12CC(C[C@@H]2C1)[C@H](C(=O)NC1=CC=C(C=C1)C=1C(=[N+](C=CC1Cl)[O-])C)NC(=O)C1=CC=NN1CC 3-(4-((R)-2-((1R,3s,5S)-bicyclo[3.1.0]hexan-3-yl)-2-(1-ethyl-1H-pyrazole-5-carboxamido)acetamido)phenyl)-4-chloro-2-methylpyridine 1-oxide